NC1=C(C(=NN1C(C(F)(F)F)C)C1=CC=C(C2=C1NC(N2)=O)CNC(C2=C(C=CC(=C2)F)OC)=O)C#N N-((7-(5-Amino-4-cyano-1-(1,1,1-trifluoropropan-2-yl)-1H-pyrazol-3-yl)-2-oxo-2,3-dihydro-1H-benzo[d]imidazol-4-yl)methyl)-5-fluoro-2-methoxybenzamid